(5S)-2-{[6-(Difluoromethyl)pyridin-3-yl]methyl}-5-{[(3R,4S)-3,4-difluoropyrrolidin-1-yl]carbonyl}-5,6,7,8-tetrahydro[1,2,4]triazolo[4,3-a]pyridin-3(2H)-on FC(C1=CC=C(C=N1)CN1N=C2N([C@@H](CCC2)C(=O)N2C[C@H]([C@H](C2)F)F)C1=O)F